(dicyclohexylphosphino)-N,N-dimethyl-[1,1'-biphenyl]-4-amine C1(CCCCC1)P(C1CCCCC1)C1=C(C=CC(=C1)N(C)C)C1=CC=CC=C1